ClC=1N=CC=2N=CNC(C2N1)=O 6-chloro-3H-[1,3]diazino[5,4-d]pyrimidin-4-one